C(=C)(C)C=1C=C(C(C)(C)N=C=O)C=CC1 3-isopropenyl-α,α-dimethyl-benzyl isocyanate